ClC=1C2=C(N=CN1)CCC2(C)C 4-chloro-5,5-dimethyl-6,7-dihydro-5H-cyclopenta[d]pyrimidine